ClC=1C=C(C=CC1OC1CCCC1)C1=CC(=NC=N1)C(=O)O 6-(3-chloro-4-(cyclopentyloxy)phenyl)pyrimidine-4-carboxylic acid